C(C)(C)(C)OC(=O)NC1=C(C=C(C=C1)C1=CC=C(C=C1)F)NC(=O)C=1C=CC2=C(C=C(O2)S(=NC(OC(C)(C)C)=O)(=O)C)C1 tert-butyl N-[[5-[[2-(tert-butoxycarbonylamino)-5-(4-fluorophenyl)phenyl]carbamoyl]benzofuran-2-yl]-methyl-oxo-sulfanylidene]carbamate